BrC1=C(C(=C(C=C1)[C@@H](C)NC(OC(C)(C)C)=O)C(F)F)F tert-butyl (R)-(1-(4-bromo-2-(difluoromethyl)-3-fluorophenyl)ethyl)carbamate